C(=C\\SC(=N)N)\\C(=O)O The molecule is an imidothiocarbamic ester that is (2Z)-prop-2-enoic acid with a carbamimidoylsulfanyl group at position 3. It has a role as a metabolite. It is an imidothiocarbamic ester and a monocarboxylic acid.